COC(=O)[C@@H]1N(CC(C1)=C(F)F)C(=O)OC(C)(C)C (R)-4-(difluoromethylene)pyrrolidine-1,2-dicarboxylic acid 1-tert-butyl ester 2-methyl ester